CC(C)CCCCCCCC[C@@H]1CC(=O)N[C@H](C(=O)N[C@H](C(=O)N[C@@H](C(=O)N[C@H](C(=O)N[C@H](C(=O)N[C@@H](C(=O)N[C@H](C(=O)O1)CC(C)C)CC(C)C)CC(=O)O)C(C)C)CC(C)C)CC(C)C)CCC(=O)O The molecule is a cyclodepsipeptide that is N-[(3R)-3-hydroxy-12-methyltridecanoyl]-L-alpha-glutamyl-L-leucyl-D-leucyl-L-valyl-L-alpha-aspartyl-D-leucyl-L-leucine in which the C-terminal carboxy group has been lactonised by condensation with the alcoholic hydroxy group. It has a role as an antibacterial agent, an antifungal agent, an antiviral agent, a surfactant, a metabolite and an antineoplastic agent. It is a cyclodepsipeptide, a lipopeptide antibiotic and a macrocyclic lactone.